3-cyclopentene-1-formate C1(CC=CC1)C(=O)[O-]